(Z)-2-(2-((1-acetyl-3-oxoindolin-2-ylidene)methyl)-6-(morpholine-4-carbonyl)quinolin-4-yl)benzoic acid C(C)(=O)N1\C(\C(C2=CC=CC=C12)=O)=C/C1=NC2=CC=C(C=C2C(=C1)C1=C(C(=O)O)C=CC=C1)C(=O)N1CCOCC1